C(C)(C)N(C1=CC2=C(C(=N1)CNC)CN(C2=O)C2=NC(=CC=C2)C2=CN=C1N2CCNC1)C 6-(isopropyl(methyl)amino)-4-((methylamino)methyl)-2-(6-(5,6,7,8-tetrahydroimidazo[1,2-a]pyrazin-3-yl)pyridin-2-yl)-2,3-dihydro-1H-pyrrolo[3,4-c]pyridin-1-one